C(C)(=O)OCN1C(C2=CC=CC=C2C1=O)=O (1,3-dioxoisoindolin-2-yl)methyl acetate